N(=C=O)CC=1C=NC=CC1 3-(isocyanatomethyl)-pyridine